N1(CCC1)C(=O)C=1N=CC(=NC1)OC=1C=C(C(=O)NC2=NC=C(N=C2)C)C=C(C1)O[C@H](COC)C 3-[5-(azetidine-1-carbonyl)pyrazin-2-yl]oxy-5-[(2S)-1-methoxypropan-2-yl]oxy-N-(5-methylpyrazin-2-yl)benzamide